Cl.FC(C1=C(CN2N=CC(=C2)N)C=CC(=C1)C(F)(F)F)(F)F 1-(2,4-bis(trifluoromethyl)benzyl)-1H-pyrazol-4-amine hydrochloride salt